NC1=CC=C(C(=O)OC2=CC(=CC=C2)OC(C2=CC=C(C=C2)N)=O)C=C1 1,3-bis(4-aminobenzoyloxy)benzene